FC1(CC(C1)C1=CC=C(C=C1)C1=CC=CC=C1)F 4'-(3,3-difluorocyclobutyl)-[1,1'-biphenyl]